tert-butyl (2S,4S)-2-[2-(2-hydroxyethoxy)-4-(methoxycarbonyl)phenyl]-4-(prop-2-yn-1-yloxy)piperidine-1-carboxylate OCCOC1=C(C=CC(=C1)C(=O)OC)[C@H]1N(CC[C@@H](C1)OCC#C)C(=O)OC(C)(C)C